C(C1=CC=CC=C1)[C@H]1[C@H]2[C@]3(N=C[C@@H]1C[C@H]3CN2CCC(=O)OC(C)(C)C)C(NCC2=CC=CC=C2)=O |o1:7,8,9,12,14| tert-butyl 3-((3S*,3aS*,6R*,7R*,7aS*)-7-benzyl-3a-(benzylcarbamoyl)-2,3,3a,6,7,7a-hexahydro-1H-3,6-methanopyrrolo[3,2-b]pyridin-1-yl)propanoate